C1(=CC=CC=C1)N(CCCN(C1=CC=CC=C1)C1=CC=CC=C1)C1=CC=CC=C1 tetraphenyl-1,3-propylenediamine